(S)-ethyl 8-(2-amino-6-((R)-1-(5-chloro-3'-methyl-[1,1'-biphenyl]-2-yl)-2,2,2-trifluoroethoxy)pyrimidin-4-yl)-2,8-diazaspiro[4.5]decane-3-carboxylate NC1=NC(=CC(=N1)N1CCC2(C[C@H](NC2)C(=O)OCC)CC1)O[C@@H](C(F)(F)F)C1=C(C=C(C=C1)Cl)C1=CC(=CC=C1)C